CN([C@@H](CC1=CC=CC=C1)C(=O)O)C(=C)OC(C)(C)C Methyl-(1-(tert-butoxy)vinyl)-L-phenylalanine